NC1=C(C(=NN1C(C(C)C)C(F)(F)F)C1=CC=C(C=C1)Br)C#N 5-amino-3-(4-bromophenyl)-1-[2-methyl-1-(trifluoromethyl)propyl]pyrazole-4-carbonitrile